5-(trifluoromethoxy)pyridin-3-amine FC(OC=1C=C(C=NC1)N)(F)F